1-(2-aminophenyl)-1H-pyrrole-2,5-dione NC1=C(C=CC=C1)N1C(C=CC1=O)=O